4-amino-5-hydroxynaphthalene-2,7-disulphonic acid NC1=CC(=CC2=CC(=CC(=C12)O)S(=O)(=O)O)S(=O)(=O)O